[W].[Mn] manganese-tungsten